acetic acid-4-vinylphenyl ester C(=C)C1=CC=C(C=C1)OC(C)=O